(R)-4-((2-cyanophenyl)thio)-6-(1-(1-(1-hydroxypropan-2-yl)piperidin-4-yl)-5-methyl-1H-pyrazol-4-yl)pyrazolo[1,5-a]pyridine-3-carbonitrile C(#N)C1=C(C=CC=C1)SC=1C=2N(C=C(C1)C=1C=NN(C1C)C1CCN(CC1)[C@@H](CO)C)N=CC2C#N